ClC=1C=C2C(=CN=C(C2=CN1)N(C(C)=O)CC1=C(C=C(C=C1)OC)OC)C1=C(C(=CC=C1)Cl)OC N-(6-chloro-4-(3-chloro-2-methoxyphenyl)-2,7-naphthyridin-1-yl)-N-(2,4-dimethoxybenzyl)acetamide